C(C1=CC=CC=C1)OC1=C(C=C2C3=C(C(OC2=C1)=O)C=C(C(=C3)C)OC)C 3-(benzyloxy)-8-methoxy-2,9-dimethyl-6H-benzo[c]chromen-6-one